CC1CN(CCN1C)C1=CC2=C(N=C(S2)C2=CC3=CN(N=C3C(=C2)F)C)S1 5-[5-(3,4-dimethylpiperazin-1-yl)thieno[2,3-d][1,3]thiazol-2-yl]-7-fluoro-2-methylindazole